3,4-difluoro-2'-nitro-biphenyl FC=1C=C(C=CC1F)C1=C(C=CC=C1)[N+](=O)[O-]